pyrido[3,2-d]pyridazine N1=CC=CC=2C=NN=CC21